ClC1=C(C=C(C=C1)F)C1=CC=C(N=N1)NCC1CC12CCN(CC2)CC(C(C)(C)C)C 6-(2-chloro-5-fluoro-phenyl)-N-[[6-(2,3,3-trimethylbutyl)-6-azaspiro[2.5]octan-2-yl]methyl]pyridazin-3-amine